C(C)S(=O)(=O)NC(C(=O)N1[C@@H]([C@H]2C([C@H]2C1)(C)C)C(=O)O)C(C)(C)C (1R,2S,5S)-3-[2-(ethylsulfonylamino)-3,3-dimethyl-butanoyl]-6,6-dimethyl-3-azabicyclo[3.1.0]hexane-2-carboxylic acid